C(C1=CC=CC=C1)N1CCN(CCC1)C1=NC2=CC(=C(C=C2C(=N1)NC1CCN(CC1)C(C)C)OC)OCCCN1CCCC1 2-(4-benzyl-1,4-diazepan-1-yl)-N-(1-isopropylpiperidin-4-yl)-6-methoxy-7-(3-(pyrrolidin-1-yl)propoxy)quinazolin-4-amine